tert-butyl (1-(2-(cis-3-(trifluoromethoxy)cyclobutanecarbonyl)hydrazinecarbonyl)-2-oxabicyclo[2.2.2]octan-4-yl)carbamate FC(O[C@H]1C[C@H](C1)C(=O)NNC(=O)C12OCC(CC1)(CC2)NC(OC(C)(C)C)=O)(F)F